C1=CC=C(C(=C1)C=O)N o-aminobenzaldehyde